1-phenylpyrazolo[3,4-b]pyridine C1(=CC=CC=C1)N1N=CC=2C1=NC=CC2